C(#N)C=1C(=C(C(=NC1)C(=O)NC=1C=C2C(=NNC2=CC1)C1=CC(=NC=C1)N1CCOCC1)C)C 5-cyano-3,4-dimethyl-N-(3-(2-morpholinopyridin-4-yl)-1H-indazol-5-yl)picolinamide